FC1=C(C(=CC(=C1)C1=NO[C@H](C1)CN1N=NC=C1)F)C1(CCS(CC1)(=O)=N)F 4-(2,6-difluoro-4-{(5R)-5-[(1H-1,2,3-triazol-1-yl)methyl]-4,5-dihydro-1,2-oxazol-3-yl}phenyl)-4-fluoro-1-imino-1λ6-thian-1-one